ClC1=CC2=C(CCCCC2=O)C=C1OS(=O)(=O)F 3-chloro-2-fluorosulfonyloxy-5-oxo-6,7,8,9-tetrahydrobenzo[7]annulene